(2S)-3-methyl-2-(methylamino)butanoic acid tert-butyl ester C(C)(C)(C)OC([C@H](C(C)C)NC)=O